C1(=CC=C(C=C1)P(OC1=C(C=C(C=C1)C(C)(C)C)C(C)(C)C)[O-])C1=CC=C(C=C1)P([O-])[O-] (2,4-di-tert-butylphenyl) [1,1-biphenyl]-4,4'-diphosphonite